Methylacetoxydimethoxysilane C[Si](OC)(OC)OC(C)=O